C(C)C=1OC=CN1 ethyl-oxazole